(1r,4s)-4-(((6-(2-chloro-3-(2-(4-((((1r,4r)-4-hydroxycyclohexyl)amino)methyl)-3-methoxyphenyl)-3-methylpyridin-4-yl)phenyl)-2-methoxypyridin-3-yl)methyl)amino)cyclohexan-1-ol ClC1=C(C=CC=C1C1=C(C(=NC=C1)C1=CC(=C(C=C1)CNC1CCC(CC1)O)OC)C)C1=CC=C(C(=N1)OC)CNC1CCC(CC1)O